1-(4-aminobenzoyl)piperidine-3-carboxylic acid NC1=CC=C(C(=O)N2CC(CCC2)C(=O)O)C=C1